Natrium (S)-3-(Biphenyl-3-yl)-3-(3-(1,5-dimethyl-4-oxido-2-oxo-1,2-dihydropyridin-3-yl)ureido)propanoat C1(=CC(=CC=C1)[C@H](CC(=O)[O-])NC(=O)NC=1C(N(C=C(C1[O-])C)C)=O)C1=CC=CC=C1.[Na+].[Na+]